N=1N=CN2C1C=CC(=C2)NC(C2=NC=C(C=C2)CC2=CC(=CC=C2)Cl)=O N-([1,2,4]triazolo[4,3-a]pyridin-6-yl)-5-(3-chlorobenzyl)picolinamide